C(C)(C)(C)OC(=O)NCCC(=O)NC=1C=C(N(C1)C)C(=O)NC=1N=C(N(C1)C)C(=O)OCC ethyl 4-(4-{3-[(tert-butoxycarbonyl) amino] propanamido}-1-methylpyrrole-2-amido)-1-methylimidazole-2-carboxylate